6-fluoro-1-methyl-1H-indazole-3-carboxylic acid FC1=CC=C2C(=NN(C2=C1)C)C(=O)O